6-(cyclopropylmethoxy)-N-(2-methoxypyrimidin-5-yl)isoquinolin-1-amine C1(CC1)COC=1C=C2C=CN=C(C2=CC1)NC=1C=NC(=NC1)OC